C(C1=CC=CC=C1)C1CC(C1)N[C@H](C)C1=CC(=C(C(=C1)OCC)C)OCC 3-benzyl-N-[(1R)-1-(3,5-diethoxy-4-methylphenyl)ethyl]cyclobutane-1-amine